IC1=C(C=C(C(=C1)C1=CC=C(C=C1)OC(F)(F)F)I)C1=CC=C(C=C1)OC(F)(F)F 2',5'-diiodo-4,4''-bis(trifluoromethoxy)-1,1':4',1''-terphenyl